2-(3,4,5-trimethoxyphenyl)-4H-3,1-benzoxazin-4-one COC=1C=C(C=C(C1OC)OC)C1=NC2=C(C(O1)=O)C=CC=C2